N-(5-(5-((1R,2S)-2-fluorocyclopropyl)-1,2,4-oxadiazol-3-yl)-2-methylphenyl)-7-(((3-hydroxyoxetan-3-yl)methoxy)methyl)imidazo[1,2-a]pyridine-3-carboxamide F[C@@H]1[C@H](C1)C1=NC(=NO1)C=1C=CC(=C(C1)NC(=O)C1=CN=C2N1C=CC(=C2)COCC2(COC2)O)C